OC1=CC=C(C=C1)C=1C(NN=CC1)=O 4-(4-hydroxyphenyl)-2,3-dihydropyridazin-3-one